Z-L-aspartic acid tert-butyl ester monohydrate O.C(C)(C)(C)OC([C@@H](N)CC(=O)O)=O